ClC=1C(=NC(=NC1)N1C[C@H]([C@@H](CC1)NC1=CC=C2C(=NN(C2=C1)C)C1C(NC(CC1)=O)=O)C)NC=1C(=C2CC(N(C2=CC1)C)=O)F 3-(6-(((3R,4R)-1-(5-chloro-4-((4-fluoro-1-methyl-2-oxoindolin-5-yl)amino)pyrimidin-2-yl)-3-methylpiperidin-4-yl)amino)-1-methyl-1H-indazol-3-yl)piperidine-2,6-dione